N,N-diethyl-4,5-difluoro-2-vinylbenzamide C(C)N(C(C1=C(C=C(C(=C1)F)F)C=C)=O)CC